[K].[K] potassium-potassium salt